N1(CCC1)C=1N=C(C2=C(N1)CCS2)N2CCN(CC2)CC=2C=C1CN(C(C1=CC2)=O)C2C(NC(CC2)=O)=O 3-(5-((4-(2-(azetidin-1-yl)-6,7-dihydrothieno[3,2-d]pyrimidin-4-yl)piperazin-1-yl)methyl)-1-oxoisoindolin-2-yl)piperidine-2,6-dione